N-(2-acetylphenyl)-3-fluoropicolinamide C(C)(=O)C1=C(C=CC=C1)NC(C1=NC=CC=C1F)=O